ClC=1C=CC(=C(C1)NC=1SC2=C(N1)CC[C@@]1([C@H]3CC[C@]/4([C@H]([C@@H]3CC=C12)CC\C4=N/O)C)C)OC (5aR,5bS,7aS,10aS,10bR,E)-2-((5-chloro-2-methoxyphenyl)amino)-5a,7a-dimethyl-4,5,5a,5b,6,7,7a,9,10,10a,10b,11-dodecahydro-8H-cyclopenta[7,8]phenanthro[2,1-d]thiazol-8-one oxime